N[C@@H](C)C1=NC2=CC=CC(=C2C(N1C1CC(C1)CO)=O)Cl (S)-2-(1-aminoethyl)-5-chloro-3-(3-(hydroxymethyl)cyclobutyl)quinazolin-4(3H)-one